(R)-1-(2,7-dichloro-5-cyclopropyl-8-fluoropyrido[4,3-d]pyrimidin-4-yl)-3-methylpiperidin-3-ol ClC=1N=C(C2=C(N1)C(=C(N=C2C2CC2)Cl)F)N2C[C@@](CCC2)(O)C